C(CCC)C=1N=C(SC1)NS([O-])(=O)=O.[Na+] Sodium N-(4-butyl-1,3-thiazol-2-yl)sulfamate